FC(OC1=CC=C(C=C1)C1=CC=C(O1)C=O)(F)F 5-(4-trifluoromethoxyphenyl)furan-2-carbaldehyde